FC=1C(=CC2=C(C(NC=3CNC[C@@H](C23)N(C(=O)C=2C=C3C=NNC3=CC2)C)=O)C1)F (R)-N-(8,9-difluoro-6-oxo-1,2,3,4,5,6-hexahydrobenzo[c][1,7]naphthyridin-1-yl)-N-methyl-1H-indazole-5-carboxamide